(S)-2-amino-2-(4-fluorophenyl)ethan-1,1-d2-1-ol N[C@H](C(O)([2H])[2H])C1=CC=C(C=C1)F